ClC(C1=NC2=CC=CC(=C2C=N1)OC)(F)F 2-[chloro(difluoro)methyl]-5-methoxy-quinazoline